BrC1=CC=2C(C3=CC(=CC=C3C2C=C1)Br)(CCCCC=C)CCCCC=C 2,7-dibromo-9,9-bis(hex-5-en-1-yl)fluorene